6-(4-fluorophenyl)-N-(1-(3-methyl-1,2,4-oxadiazol-5-yl)ethyl)-2-morpholinoquinazolin-4-amine FC1=CC=C(C=C1)C=1C=C2C(=NC(=NC2=CC1)N1CCOCC1)NC(C)C1=NC(=NO1)C